Pyrroloquinolinequinone C1=C(C2=C(C(=O)C(=O)C3=C2NC(=C3)C(=O)O)N=C1C(=O)O)C(=O)O